ClC1=CC=C2C(=CNC2=C1)S(=O)(=O)NC=1C(=NC(=NC1)CCC)OC 6-Chloro-N-(4-methoxy-2-propyl-pyrimidin-5-yl)-1H-indole-3-sulfonic acid amide